8-fluoro-4-((1R,2R,5S)-2-methyl-3,8-diazabicyclo[3.2.1]oct-3-yl)pyridin (S)-methyl-(2-methyl-3-oxo-2,3,4,5-tetrahydro-1H-benzo[c]azepin-4-yl)carbamate CN(C(O)=O)[C@H]1CC2=C(CN(C1=O)C)C=CC=C2.FN2[C@H]1[C@H](N(C[C@@H]2CC1)C1=CC=NC=C1)C